N'-ethoxy-N-Methyl-5-Methylsulfonyl-6-[1-Methyl-5-(trifluoromethyl)benzimidazol-2-yl]Pyridine-2-carboxamidine C(C)ON=C(NC)C1=NC(=C(C=C1)S(=O)(=O)C)C1=NC2=C(N1C)C=CC(=C2)C(F)(F)F